ClC=1C=CC(=C(C1)N1CC(N(CC1=O)C(C(=O)O)CCOC(C)C)=O)N1N=NC(=C1)Cl 2-(4-(5-chloro-2-(4-chloro-1H-1,2,3-triazol-1-yl)phenyl)-2,5-dioxopiperazin-1-yl)-4-isopropoxybutanoic acid